ethyl (E)-2-((4-bromo-2-fluorophenyl)diazenyl)-2-cyano-3-methylbutanoate BrC1=CC(=C(C=C1)/N=N/C(C(=O)OCC)(C(C)C)C#N)F